1-methylpyrrolidin-3-yl (2-((4-((dimethylamino)methyl)benzyl)oxy)ethyl)carbamate CN(C)CC1=CC=C(COCCNC(OC2CN(CC2)C)=O)C=C1